CN1N=C(C=C1C(F)(F)F)[C@H](C[N+](=O)[O-])C(C(=O)OCC)C(=O)OCC 1,3-diethyl 2-[(1S)-1-[1-methyl-5-(trifluoromethyl)-1H-pyrazol-3-yl]-2-nitroethyl]propanedioate